FC1(CCN(CC1)C1=NC(=CC(=N1)C1=NOC(=N1)C1=C(C=C(C=C1)I)N1CCC2(CC2)CC1)C)F 3-(2-(4,4-difluoropiperidin-1-yl)-6-methylpyrimidin-4-yl)-5-(4-iodo-2-(6-azaspiro[2.5]Octan-6-yl)phenyl)-1,2,4-oxadiazole